C(C)(=O)N(C(=O)C1CCN(CC1)C(=O)OCC1=CC=CC=C1)C benzyl 4-(acetyl(methyl)carbamoyl)piperidine-1-carboxylate